[6-[(3-fluoro-5-methylsulfonyl-phenyl)methyl]-2-azaspiro[3.3]heptan-2-yl]-[(3S)-3-(4H-1,2,4-triazol-3-yl)pyrrolidin-1-yl]methanone 2-pentylheptyl-3-chloropropanoate C(CCCC)C(COC(CCCl)=O)CCCCC.FC=1C=C(C=C(C1)S(=O)(=O)C)CC1CC2(CN(C2)C(=O)N2C[C@H](CC2)C2=NN=CN2)C1